2,2''-dibromo-5-chloro-1,1':2',1''-terphenyl BrC1=C(C=C(C=C1)Cl)C=1C(=CC=CC1)C1=C(C=CC=C1)Br